(2R,3S,4S)-4-hydroxy-2-[(4-methoxyphenyl)methyl]pyrrolidin-3-yl N-[(3-cyano-4-fluorophenyl)methyl]carbamate C(#N)C=1C=C(C=CC1F)CNC(O[C@H]1[C@H](NC[C@@H]1O)CC1=CC=C(C=C1)OC)=O